2-(Boc-amino)propionic acid C(=O)(OC(C)(C)C)NC(C(=O)O)C